pteroyl-asparagine C(C1=CC=C(NCC2=CN=C3N=C(N)NC(=O)C3=N2)C=C1)(=O)N[C@@H](CC(N)=O)C(=O)O